ClC1=CC(=C(C=O)C=C1)OC1=CC=C(C=C1)C1=CN=C(N1C)CN1CCOCC1 4-chloro-2-(4-(1-methyl-2-(morpholinomethyl)-1H-imidazol-5-yl)phenoxy)benzaldehyde